tert-butyl 4-amino-2-morpholino-5,8-dihydropyrido[3,4-d]pyrimidine-7(6H)-carboxylate NC=1C2=C(N=C(N1)N1CCOCC1)CN(CC2)C(=O)OC(C)(C)C